N-(7-chloro-6-(1-(4-hydroxy-3-methyltetrahydrofuran-3-yl)piperidin-4-yl)isoquinolin-3-yl)-1-methyl-1H-pyrazole-4-carboxamide ClC1=C(C=C2C=C(N=CC2=C1)NC(=O)C=1C=NN(C1)C)C1CCN(CC1)C1(COCC1O)C